N[C@H]1CN(CCC1)C(=O)C1=CC2=C(N(C(=N2)C2=CC=3C(=NC(=CC3)N(C(OC)=O)CC)N2CC2CC2)C2CC2)C=C1 (R)-methyl (2-(5-(3-aminopiperidine-1-carbonyl)-1-cyclopropyl-1H-benzo[d]imidazol-2-yl)-1-(cyclopropylmethyl)-1H-pyrrolo[2,3-b]pyridin-6-yl)(ethyl)carbamate